C(C)(C)(C)OC(=O)N(C=1C=CC2=C(N=C(O2)C2=C3C=C(N=CC3=C(N=C2)NC)NC2=CC=CC(=N2)CCN(CC(=O)OC(C)(C)C)C)C1)C tert-butyl 2-[2-[6-[[5-[5-[tert-butoxycarbonyl(methyl)amino]-1,3-benzoxazol-2-yl]-8-(methylamino)-2,7-naphthyridin-3-yl]amino]-2-pyridyl]ethyl-methyl-amino]acetate